C(C=C)(=O)N1C[C@@H]2COC3=C(C(N2CC1)=O)C(=NC(=C3Cl)C3=C(C=CC=C3)F)N3C(CC(C3)O)(C)C (6aR)-8-propenoyl-4-chloro-3-(2-fluorophenyl)-1-(4-hydroxy-2,2-dimethylpyrrolidin-1-yl)-6,6a,7,8,9,10-hexahydro-12H-pyrazino[2,1-c]pyrido[3,4-f][1,4]oxazepin-12-one